Cl.Cl.Cl.N[C@H]1C[C@H](CCC1)C(=O)NC1=NC=C(C(=C1)C1=CC2=C(N(N=C2C(=C1)F)C)C(C)C)C (1S,3R)-3-amino-N-[4-(7-fluoro-3-isopropyl-2-methyl-indazol-5-yl)-5-methyl-2-pyridinyl]Cyclohexanecarboxamide trihydrochloride